4-(difluoromethyl)-N-[(1s,4s)-4-{[2-(difluoromethyl)imidazo[1,2-a]pyridin-5-yl]amino}cyclohexyl]benzamide FC(C1=CC=C(C(=O)NC2CCC(CC2)NC2=CC=CC=3N2C=C(N3)C(F)F)C=C1)F